C(=O)[O-].C(=O)[O-].[Bi+2] bismuth diformate